(S)-3-(5-(((3S,4R)-1-ethyl-4-methylpiperidin-3-yl)oxy)-1-oxoisoindolin-2-yl)piperidine-2,6-dione C(C)N1C[C@H]([C@@H](CC1)C)OC=1C=C2CN(C(C2=CC1)=O)[C@@H]1C(NC(CC1)=O)=O